N1(C=NC=C1)C1=CC=C(C=C1)C1=C([C@H]2CC([C@@H]1O2)S(=O)(=O)OC2=CC=C(C=C2)C)C2=CC=C(C=C2)O 4-methylphenyl (1r,4r)-6-(4-(1H-imidazol-1-yl) phenyl)-5-(4-hydroxyphenyl)-7-oxabicyclo[2.2.1]hept-5-ene-2-sulfonate